N1=NN(C2=NC=CC=C21)C(=O)N2CCN(CC2)C(C2=CC1=C(OCOC1)C=C2)C2=CC1=C(OCOC1)C=C2 (3H-[1,2,3]triazolo[4,5-b]pyridin-3-yl)(4-(bis(4H-benzo[d][1,3]dioxin-6-yl)methyl)piperazin-1-yl)methanone